1-dimethylethyl-hydroperoxyoctane CC(C)(C(CCCCCCC)OO)C